ClC=1N=C(C2=C(N1)CCN(C2)CC(F)F)OC=2N=CC=1CCC3=C(C1C2F)NC2=C3C(NC[C@@H]2C)=O (S)-2-((2-chloro-6-(2,2-difluoroethyl)-5,6,7,8-tetrahydropyrido[4,3-d]pyrimidin-4-yl)oxy)-1-fluoro-10-methyl-5,6,8,9,10,11-hexahydro-7H-pyrido[3',4':4,5]pyrrolo[2,3-f]isoquinolin-7-one